ClC=1C=C(C=CC1C1CCC(CC1)(C(F)(F)F)O)C[C@@H](CN1CC2(CS(C2)(=O)=O)CC1)C 6-((S)-3-(3-Chloro-4-((1s,4R)-4-hydroxy-4-(trifluoromethyl)cyclohexyl)phenyl)-2-methylpropyl)-2-thia-6-azaspiro[3.4]octane 2,2-dioxide